(Sa)-6-(4-Chloro-1-(4-(2-ethoxypyrimidin-6-yl)benzyl)-1H-indazol-7-carboxamido)spiro-[3.3]heptan ClC1=C2C=NN(C2=C(C=C1)C(=O)NC1CC2(CCC2)C1)CC1=CC=C(C=C1)C1=CC=NC(=N1)OCC